rac-5-((1R,3S)-3-((4-(prop-1-en-2-yl)pyridin-3-yl)oxy)cyclopentyl)pyrimidin-2-amine C=C(C)C1=C(C=NC=C1)O[C@@H]1C[C@@H](CC1)C=1C=NC(=NC1)N |r|